BrC=1C(=C(C=CC1)NC(=O)C=1N=CC=2CN(CCC2C1)C1CC1)Cl N-(3-bromo-2-chlorophenyl)-7-cyclopropyl-5,6,7,8-tetrahydro-2,7-naphthyridine-3-carboxamide